C=1N=CN2CC(NC=CC21)=O Imidazo[1,5-d][1,4]Diazepin-6(7H)-one